(7-(6-(3-hydroxyazetidin-1-yl)pyridin-3-yl)pyrazolo[1,5-a]pyridin-3-yl)(piperidin-1-yl)methanone OC1CN(C1)C1=CC=C(C=N1)C1=CC=CC=2N1N=CC2C(=O)N2CCCCC2